BrC1=C(C2=C(CC3(C4=CN(N=C24)CC2=NC=CC=C2)CC3)O1)C 7'-bromo-8'-methyl-2'-[(pyridin-2-yl)methyl]-2',5'-dihydrospiro[cyclopropane-1,4'-furo[2,3-g]indazole]